(1r,3r)-3-(5-fluorobenzo[d]thiazol-4-yl)cyclobutan-1-ol FC=1C=CC2=C(N=CS2)C1C1CC(C1)O